N-(4-Hydroxypyridin-3-yl)-4-isopropyl-3-methoxybenzamide OC1=C(C=NC=C1)NC(C1=CC(=C(C=C1)C(C)C)OC)=O